2-(4,4-difluoroazepan-1-yl)-6-methoxy-N-(3-sulfamoylphenyl)quinoline-3-carboxamide FC1(CCN(CCC1)C1=NC2=CC=C(C=C2C=C1C(=O)NC1=CC(=CC=C1)S(N)(=O)=O)OC)F